FC=1C=C(CC=2C=CC(=NC2)NC(=O)C2=NC=C(C=N2)C)C=CC1 N-(5-(3-fluorobenzyl)pyridin-2-yl)-5-methylpyrimidine-2-carboxamide